(S)-3-(difluoromethyl)pyrrolidine hydrochloride Cl.FC([C@@H]1CNCC1)F